FC=1C=C(C=CC1F)C=1N=C(SC1)N 4-(3,4-difluorophenyl)-2-thiazolamine